(2,6-Difluoro-phenyl)-N-(5-fluoro-pyridin-3-yl)-N'-isopropyl-[1,3,5]triazine-2,4-diamine FC1=C(C(=CC=C1)F)C1=NC(=NC(=N1)NC=1C=NC=C(C1)F)NC(C)C